NC1=NC=C(C#N)C(=C1)N1CC(C1)(C)OC 6-amino-4-(3-methoxy-3-methylazetidin-1-yl)nicotinonitrile